C(CCC)OC(C)=O n-Butylacetat